O=C1N(CCC(N1)=O)C1=C(C=C(C=C1)N1CCN(CC1)C(=O)OC(C)(C)C)CC tert-Butyl 4-(4-(2,4-dioxotetrahydropyrimidin-1(2H)-yl)-3-ethylphenyl)piperazine-1-carboxylate